N,6-dimethyl-5-(4-((3-(3-methylureido)isoxazol-5-yl)methyl)piperazin-1-yl)picolinamide CNC(C1=NC(=C(C=C1)N1CCN(CC1)CC1=CC(=NO1)NC(=O)NC)C)=O